ClC=1C=C(C=C(C1)Br)C1=CC=CC=C1 3-chloro-5-bromo-1,1'-biphenyl